ClC1=C(C=C(C(=C1)F)OC)C1=CC=2N(C(N(C(C2S1)=O)C1=C2C(=CN=C1)N(N=C2C)C)=O)CCC#N 3-(6-(2-chloro-4-fluoro-5-methoxyphenyl)-3-(1,3-dimethyl-1H-pyrazolo[3,4-c]pyridin-4-yl)-2,4-dioxo-3,4-dihydrothieno[3,2-d]pyrimidin-1(2H)-yl)propanenitrile